OC1=CC=C(C=C1)N=CC=1C(=C(C(=CC1)OC)O)OC (((4-hydroxyphenyl)imino)methyl)-2,6-dimethoxyphenol